CC1=C(C(=O)C[C@]2([C@H]1C[C@@H]3[C@]45[C@@H]2[C@H]([C@@H]([C@@]([C@@H]4[C@H](C(=O)O3)OC(=O)C)(OC5)C(=O)OC)O)O)C)O The molecule is a quassinoid that is the 15-O-acetyl derivative of bruceolide. It has been isolated from Brucea javanica and Brucea sumatrana. It has a role as a plant metabolite and an antifeedant. It is a quassinoid, a delta-lactone, a cyclic ether, an enol, an enone, a methyl ester, an acetate ester, an organic heteropentacyclic compound and a triol. It derives from a bruceolide.